(1-(2-morpholin-4-ylethyl)indol-3-yl)-naphthalen-1-yl-methanone N1(CCOCC1)CCN1C=C(C2=CC=CC=C12)C(=O)C1=CC=CC2=CC=CC=C12